C(C)(C)(C)OC(=O)N1CCN(CCC1)C(C1=C(C=C(C(=C1)SC1=CN=C(S1)N)C)OC)=O 4-[5-(2-Aminothiazol-5-yl)sulfanyl-2-methoxy-4-methyl-benzoyl]-1,4-diazepan-1-carboxylic acid tert-butyl ester